Cesium imidazole N1C=NC=C1.[Cs]